C(=O)(O)C1=C(C=NC=C1)B(O)O 4-carboxy-3-pyridylboronic acid